ClC1=NC=C(C=N1)CN(C)C [(2-chloropyrimidin-5-yl)methyl]dimethylamine